OC(CN1N=CC(=C1)C(=O)N)C 1-(2-hydroxypropyl)-1H-pyrazole-4-carboxamide